N-((R)-1-(2-fluoro-3-(trifluoromethyl)phenyl)ethyl)-4-(((1R,5s,6s)-3-methyl-3-azabicyclo[3.1.0]hex-6-yl)amino)-6-oxo-1-((R)-spiro[2.2]pent-1-yl)-1,6-dihydropyridine-3-carboxamide FC1=C(C=CC=C1C(F)(F)F)[C@@H](C)NC(=O)C1=CN(C(C=C1NC1[C@@H]2CN(C[C@H]12)C)=O)[C@@H]1CC12CC2